(1r,3r)-3-(3-(6-((6-(methoxymethyl)-1,4-oxaazepan-4-yl)methyl)-1-oxo-4-(trifluoromethyl)isoindolin-2-yl)phenyl)-3-((4-methyl-4H-1,2,4-triazol-3-yl)methyl)cyclobutane-1-carbonitrile COCC1CN(CCOC1)CC1=CC(=C2CN(C(C2=C1)=O)C=1C=C(C=CC1)C1(CC(C1)C#N)CC1=NN=CN1C)C(F)(F)F